1H-pyrrolo[2,3-f]quinoline N1C=CC=2C1=C1C=CC=NC1=CC2